ClC=1C=C(C=CC1)C=1C=C2CC3(C(C2=CC1)NC(O[C@@H]1CN2CCC1CC2)=O)CC3 (S)-quinuclidin-3-yl (5'-(3-chlorophenyl)-1',3'-dihydrospiro[cyclopropane-1,2'-inden]-1'-yl)carbamate